ClC1=CC=C(C[C@H]2CO[C@H](CN2C2CCC(CC2)C2=NN(C(=C2)C)CC)C(=O)OC)C=C1 methyl (2R,5S)-5-(4-chlorobenzyl)-4-(4-(1-ethyl-5-methyl-1H-pyrazol-3-yl)cyclohexyl)morpholine-2-carboxylate